3-(4-(4-amino-piperidin-1-yl)-3-(3,5-difluoro-phenyl)-quinolin-6-yl)-2-hydroxy-benzonitrile di-HCl salt Cl.Cl.NC1CCN(CC1)C1=C(C=NC2=CC=C(C=C12)C=1C(=C(C#N)C=CC1)O)C1=CC(=CC(=C1)F)F